(S)-(3-aminopiperidin-1-yl)(4-(5-methyl-7H-pyrrolo[2,3-d]pyrimidin-4-yl)-3,4-dihydro-2H-1,4-thiazin-6-yl)methanone hydrochloride Cl.N[C@@H]1CN(CCC1)C(=O)C1=CN(CCS1)C=1C2=C(N=CN1)NC=C2C